C(C)C1=C2C(=NC(=C1)N1CCNCC1)N(N=C2C(CC)CC)C2=CC=C(C=C2)F Ethyl-1-(4-fluorophenyl)-3-(pentan-3-yl)-6-(piperazin-1-yl)-1H-pyrazolo[3,4-b]pyridine